(S)-N-(4-fluoro-3-methylphenyl)-5-(2-((1-hydroxybutan-2-yl)amino)-2-oxoacetyl)-1,2,4-trimethyl-1H-pyrrole-3-carboxamide FC1=C(C=C(C=C1)NC(=O)C1=C(N(C(=C1C)C(C(=O)N[C@H](CO)CC)=O)C)C)C